6-(4-chlorobenzyl)-9-isopropyl-2-(pyrazin-2-yl)-2,6,9-triazaspiro[4.5]-decane-7,10-dione ClC1=CC=C(CN2C3(CCN(C3)C3=NC=CN=C3)C(N(CC2=O)C(C)C)=O)C=C1